COC1=CC=C(C=N1)CN1C2CN(CC1C2)C=2N=CC(=NC2)C=2C=1N(C=CC2)N=CC1C#N 4-(5-(6-((6-methoxypyridin-3-yl)methyl)-3,6-diAzabicyclo[3.1.1]heptan-3-yl)pyrazin-2-yl)pyrazolo[1,5-a]pyridine-3-carbonitrile